2-[2-(trifluoromethyl)phenyl][1,2,4]triazolo[1,5-a]pyridine-6-carboxylic acid FC(C1=C(C=CC=C1)C1=NN2C(C=CC(=C2)C(=O)O)=N1)(F)F